(1r,4r)-4-((4-methoxy-5-(1-(2,2,2-trifluoroethyl)-1H-benzo[d][1,2,3]triazol-6-yl)pyrrolo[2,1-f][1,2,4]triazin-2-yl)amino)-1-methylcyclohexan-1-ol COC1=NC(=NN2C1=C(C=C2)C=2C=CC1=C(N(N=N1)CC(F)(F)F)C2)NC2CCC(CC2)(O)C